CN1CCN(CC1)C1=CC=C(C=C1)NC1=NC=C(C(=C1)NCCCN1C(CCCC1)=O)C(F)(F)F 1-(3-((2-((4-(4-methylpiperazin-1-yl)phenyl)amino)-5-(trifluoromethyl)pyridin-4-yl)amino)propyl)piperidin-2-one